(E)-4-(4-hydroxy-3-methoxyphenyl-methyleneamino)-3-ethyl-4H-1,2,4-triazole-5-propanesulfonic acid OC1=C(C=C(C=C1)\C=N\N1C(=NN=C1CCCS(=O)(=O)O)CC)OC